N1C(NCCC1)=N tetrahydropyrimidine-2(1H)-imine